9-hydroxy-6-(9-diphenylphosphino-1,10-phenanthrolin-2-yl)-benzofuro[3,2-b]pyridine OC1=CC=C(C2=C1C1=NC=CC=C1O2)C2=NC1=C3N=C(C=CC3=CC=C1C=C2)P(C2=CC=CC=C2)C2=CC=CC=C2